C(CCCCCCCCC)NC(C=1C(OCCCCCCCC)=CC=CC1)=O N-decyl-octylsalicylamide